(3-fluoro-4-methyl-oxyphenyl)boranediol FC=1C=C(C=CC1OC)B(O)O